COC1=CC=2C=C3C(NC2C=C1)(CCC3)C 7-Methoxy-3a-methyl-2,3,3a,4-tetrahydro-1H-cyclopenta[b]quinoline